ClC1=C(C=C(C=C1)F)C1NC(C2=CC(=CC(=C12)NC(C1=CC(=CC(=C1)C(F)(F)F)F)=O)C=1C=CC=2N(C1)C(=CN2)C(F)F)=O N-[3-(2-Chloro-5-fluorophenyl)-6-[3-(difluoromethyl)imidazo[1,2-a]pyridin-6-yl]-1-oxo-2,3-dihydro-1H-isoindol-4-yl]-3-fluoro-5-(trifluoromethyl)benzamide